2-hydroxy-4-({4-[({2-[methyl(methylsulfonyl)amino]pyridin-3-yl}methyl)amino]-5-(trifluoromethyl)pyrimidin-2-yl}amino)benzamide OC1=C(C(=O)N)C=CC(=C1)NC1=NC=C(C(=N1)NCC=1C(=NC=CC1)N(S(=O)(=O)C)C)C(F)(F)F